[N+](=O)([O-])C1=C([O-])C(=CC(=C1)[N+](=O)[O-])[N+](=O)[O-] 2,4,6-trinitrophenoxide